tert-Butyl N-[(1R,3R)-3-[10-(benzenesulfonyl)-11-bromo-5-methyl-4-oxo-3,5,8,10-tetrazatricyclo[7.3.0.02,6]dodeca-1,6,8,11-tetraen-3-yl]cyclopentyl]carbamate C1(=CC=CC=C1)S(=O)(=O)N1C2=NC=C3N(C(N(C3=C2C=C1Br)[C@H]1C[C@@H](CC1)NC(OC(C)(C)C)=O)=O)C